FC(C1=CC=C(C=C1)[C@H]1C[C@H](C1)OC=1N=CC(=NC1)C1=CC(=NO1)O)F 5-[5-({cis-3-[4-(difluoromethyl)phenyl]cyclobutyl}oxy)pyrazin-2-yl]isoxazol-3-ol